FC1=CC(=C(N)C=C1F)N1CCCCC1 4,5-difluoro-2-(piperidin-1-yl)aniline